C1(CC1)C1=NC(=NC=C1O[C@@H]1C[C@H](CCC1)C(=O)O)C=1N=NN(C1COC(=O)N(CCC(F)(F)F)C)C (1S,3S)-3-((4-cyclopropyl-2-(1-methyl-5-(((methyl(3,3,3-trifluoropropyl)aminocarbonyl)oxy)methyl)-1H-1,2,3-triazol-4-yl)pyrimidin-5-yl)oxy)cyclohexane-1-carboxylic acid